tert-butyl 1-({4-(methoxycarbonyl)-2-[(2-methoxyethyl) amino] phenyl} carbamoyl)-6-azaspiro[2.5]octane-6-carboxylate COC(=O)C1=CC(=C(C=C1)NC(=O)C1CC12CCN(CC2)C(=O)OC(C)(C)C)NCCOC